(5-(3,5-difluorophenyl)-4,5-dihydro-1H-pyrazol-1-yl)(3-((4-(trifluoromethyl)-1H-pyrazol-1-yl)methyl)bicyclo-[1.1.1]pentan-1-yl)methanone FC=1C=C(C=C(C1)F)C1CC=NN1C(=O)C12CC(C1)(C2)CN2N=CC(=C2)C(F)(F)F